6-bromo-1-ethylquinoxalin-2(1H)-one BrC=1C=C2N=CC(N(C2=CC1)CC)=O